5-(4-Methoxyphenyl)-2-methyl-4-(trifluoromethyl)-5H-indeno[1,2-b]pyridine COC1=CC=C(C=C1)C1C2=CC=CC=C2C2=NC(=CC(=C21)C(F)(F)F)C